dodecyl 3-((4-((2-hexyldecyl)amino)-4-iminobutyl)thio)propanoate C(CCCCC)C(CNC(CCCSCCC(=O)OCCCCCCCCCCCC)=N)CCCCCCCC